CC1=C(SC=C1)O methylthienol